tert-butyl 3-(4-methyl-3-((1-(7-(5-methylpyrimidin-2-yl)quinolin-5-yl)cyclopropyl)carbamoyl)phenyl)-3,8-diazabicyclo[3.2.1]octane-8-carboxylate CC1=C(C=C(C=C1)N1CC2CCC(C1)N2C(=O)OC(C)(C)C)C(NC2(CC2)C2=C1C=CC=NC1=CC(=C2)C2=NC=C(C=N2)C)=O